COCC=1C=CC=2N(C1)N=C(C2)C#N 6-(methoxymethyl)pyrazolo[1,5-a]pyridine-2-carbonitrile